C1[C@@H]2COC[C@@H](C2O)CN1CC3=CC=CC=C3 (1R,5S,9r)-7-benzyl-3-oxa-7-azabicyclo[3.3.1]nonan-9-ol